CS(=O)(=O)C1=C2C=CNC2=C(C=C1)NCC#C 4-(methanesulfonyl)-N-(prop-2-yn-1-yl)-1H-indol-7-amine